OC1=CC=C(C=C1)C=1C(=CC=CC1)C1=CC=C(C=C1)CCC 4-hydroxy-4''-propylterphenyl